FC1=C(CN(S(=O)(=O)CC)C=2C=C(CN3CCN(CC3)C(=O)[O-])C=CC2)C=CC(=C1)C(=O)OC 4-(3-(N-(2-fluoro-4-(methoxycarbonyl)benzyl)ethylsulfonamido)benzyl)piperazine-1-carboxylate